FC=1C=C(C=CC1)C1=C(N(N=C1C)C=1SC(=C(N1)C1=CCC(CC1)C(F)(F)F)SC(C)C)C(=O)O 4-(3-fluorophenyl)-2-[5-isopropylsulfanyl-4-[4-(trifluoromethyl)-cyclohexen-1-yl]thiazol-2-yl]-5-methyl-pyrazole-3-carboxylic acid